C(C1=CC=CC=C1)N1CCOCC(C1)(C)NS(=O)C(C)(C)C N-(4-benzyl-6-methyl-1,4-oxazepan-6-yl)-2-methylpropane-2-sulfinamide